[K+].OC(CC(=O)[O-])(CC(=O)[O-])C(=O)[O-].[K+].[K+] 2-hydroxypropane-1,2,3-tricarboxylic acid potassium salt